C12CN(CC(CC1)O2)C2=CC(=C(N=N2)C#N)N2C(COCC2)(C)C 6-(8-oxa-3-azabicyclo[3.2.1]oct-3-yl)-4-(3,3-dimethylmorpholino)pyridazine-3-carbonitrile